[C].N1C(=CC2=CC=CC=C12)CN1CCC(CC1)(O)C1=CC=NC=C1 1-(1H-indol-2-ylmethyl)-4-(4-pyridinyl)piperidin-4-ol carbon